2-(5-((5-Bromo-4-((2-methyl-3-oxoisoindolin-4-yl)amino)pyrimidin-2-yl)amino)-4-methoxy-2-(4-(4-Methylpiperazin-1-yl)piperidin-1-yl)phenyl)acetonitrile BrC=1C(=NC(=NC1)NC=1C(=CC(=C(C1)CC#N)N1CCC(CC1)N1CCN(CC1)C)OC)NC1=C2C(N(CC2=CC=C1)C)=O